(5-(4-ethylphenyl)pentyl)-8-thiabicyclo[3.2.1]octan-3-one C(C)C1=CC=C(C=C1)CCCCCC12CC(CC(CC1)S2)=O